N-(4-(2,4-difluorophenoxy)-3-(3-methyl-2-oxo-2,3-dihydrobenzo[d]thiazol-6-yl)phenyl)-4-methoxybenzenesulfonamide FC1=C(OC2=C(C=C(C=C2)NS(=O)(=O)C2=CC=C(C=C2)OC)C2=CC3=C(N(C(S3)=O)C)C=C2)C=CC(=C1)F